Ethyl (Z)-2-(3,4-dichlorobenzyl)-3-(tributylstannyl)but-2-enoate ClC=1C=C(C/C(/C(=O)OCC)=C(\C)/[Sn](CCCC)(CCCC)CCCC)C=CC1Cl